2-fluoro-3-methyl-4-{[1,2,4]triazolo[1,5-a]pyridin-7-yloxy}aniline FC1=C(N)C=CC(=C1C)OC1=CC=2N(C=C1)N=CN2